CC(=O)N[C@@H](CCC[NH3+])CC(=O)N[C@@H]1[C@@H]([C@H]([C@H](O[C@H]1NC2=[NH+][C@H]3[C@H](N2)[C@@H](CNC3=O)O)CO)OC(=O)N)O The molecule is the N(beta)-acetyl derivative of streptothricin F(3+); major microspecies at pH 7.3. It is a N-glycosyl compound and a member of acetamides. It derives from a streptothricin F(3+).